5-chloro-2-fluoro-4-((2-morpholino-1-phenylethyl)amino)-N-(thiazol-2-yl)benzenesulfonamide 2,2,2-trifluoroacetate FC(C(=O)O)(F)F.ClC=1C(=CC(=C(C1)S(=O)(=O)NC=1SC=CN1)F)NC(CN1CCOCC1)C1=CC=CC=C1